BrCCCCCCCCCCCCCCCCCCCCC 21-bromoheneicosane